C(C)(C)(C)C1=CC=C(C=C1)C=1C=C(C=CC1)N(C1=NC=2N(C3=CC(=C(C=C13)F)N)C=NN2)C N5-[3-(4-tert-butylphenyl)phenyl]-7-fluoro-N5-methyl-[1,2,4]triazolo[4,3-a]quinazolin-5,8-diamine